4-amino-1-((trans)-4-((((trans)-4-aminocyclohexyl)(ethyl)amino)methyl)cyclohexyl)pyrimidin-2(1H)-one NC1=NC(N(C=C1)[C@@H]1CC[C@H](CC1)CN(CC)[C@@H]1CC[C@H](CC1)N)=O